CC=1C2=C(NN1)CN(C2)C(=O)OC(C)(C)C tert-butyl 3-methyl-4,6-dihydro-1H-pyrrolo[3,4-c]pyrazole-5-carboxylate